6-(6-chloro-4-(piperazin-1-yl)quinazolin-7-yl)-5-methylpyridin-2-amine ClC=1C=C2C(=NC=NC2=CC1C1=C(C=CC(=N1)N)C)N1CCNCC1